C(C)(C)(C)C1CCC(CC1)=O para-tert-butylcyclohexanone